COCC1(OC(C2=C(O1)C=CC=C2)=O)C 2-methoxymethyl-2-methyl-4H-benzo[d][1,3]dioxin-4-one